C1(CC1)C=1C=C(OC=2C(=C3C(=NC2)C=C(O3)C)C(=O)OC)C=CC1 methyl 6-(3-cyclopropylphenoxy)-2-methyl-furo[3,2-b]pyridine-7-carboxylate